2-(4-((5-Cyclopropyl-3-(3,5-dichloropyridin-4-yl)isoxazol-4-yl)methoxy)bicyclo[2.2.2]octan-1-yl)benzo[d]thiazol C1(CC1)C1=C(C(=NO1)C1=C(C=NC=C1Cl)Cl)COC12CCC(CC1)(CC2)C=2SC1=C(N2)C=CC=C1